FC(C1(CC(N(CC1)C(=O)OC(C)(C)C)C(=O)ON1C(C2=CC=CC=C2C1=O)=O)O)F O1-tert-Butyl O2-(1,3-dioxoisoindolin-2-yl) 4-(difluoromethyl)-4-hydroxypiperidine-1,2-dicarboxylate